FC(C(=O)N1CC(C1)N1N=C(C2=CC=CC(=C12)C(=O)N1CCN(CC1)C(=O)C1CN(C1)C)C1=CC=C(C=C1)C(F)(F)F)=C 2-fluoro-1-(3-(7-(4-(1-methylazetidine-3-carbonyl)piperazine-1-carbonyl)-3-(4-(trifluoromethyl)phenyl)-1H-indazol-1-yl)azetidin-1-yl)prop-2-en-1-one